FC1=C(C(=O)NC2=C(C=C(C=C2C(F)(F)F)C(C(F)(F)F)(C(F)(F)F)F)Br)C=CC=C1[N+](=O)[O-] 2-fluoro-3-nitro-N-(2-bromo-4-(perfluoropropan-2-yl)-6-(trifluoromethyl)phenyl)benzamide